1-(5-(3-chloro-4-cyclopropylphenyl)-2,3-dihydro-1H-inden-1-yl)azetidine-3-carboxylic acid methyl ester COC(=O)C1CN(C1)C1CCC2=CC(=CC=C12)C1=CC(=C(C=C1)C1CC1)Cl